NC1=C2N=CN(C2=NC(=N1)F)[C@H]1C[C@@H]([C@@](O1)(C#C)CO[P@](=O)(OC1=CC=CC=C1)N[C@H](C(=O)OCC(CCCCCCC)CCCCCCC)CC1=CC(=CC(=C1)F)F)O 2-Heptylnonyl (S)-2-(((S)-(((2R,3S,5R)-5-(6-amino-2-fluoro-9H-purin-9-yl)-2-ethynyl-3-hydroxytetrahydrofuran-2-yl) methoxy)(phenoxy)phosphoryl)amino)-3-(3,5-difluorophenyl)propanoate